N-(oxetan-3-ylmethyl)amine O1CC(C1)CN